Tert-butyl (S)-3-((5-iodopyridin-2-yl)oxy)piperidine-1-carboxylate IC=1C=CC(=NC1)O[C@@H]1CN(CCC1)C(=O)OC(C)(C)C